2-[2-(4-Chlorophenyl)cyclohex-2-en-1-yl]-2,7-diazaspiro[3.5]nonane hydrochloride Cl.ClC1=CC=C(C=C1)C=1C(CCCC1)N1CC2(C1)CCNCC2